FC(COC=1C=CC(=C(C1)N1C(C(C2=CC(=CC=C12)C(=O)NC1(CS(C1)(=O)=O)C)(C)C)=O)F)F 1-[5-(2,2-difluoroethoxy)-2-fluoro-phenyl]-3,3-dimethyl-N-(3-methyl-1,1-dioxo-thietan-3-yl)-2-oxo-indoline-5-carboxamide